thiophene-3-sulfonyl chloride S1C=C(C=C1)S(=O)(=O)Cl